(E)-4-fluoro-quinoline-6-carboxylic acid FC1=CC=NC2=CC=C(C=C12)C(=O)O